2-pyridyl-trivinylsilane N1=C(C=CC=C1)[Si](C=C)(C=C)C=C